BrC1=CC(=C(C=C1)C1(COC1)N)C(F)(F)F 3-(4-bromo-2-(trifluoromethyl)phenyl)oxetan-3-amine